N2-[4-[[3-(dimethylamino)-3-methyl-azetidin-1-yl]methyl]phenyl]-N4-[2-(6-methyl-2-pyridyl)pyrimidin-4-yl]pyrimidine-2,4-diamine CN(C1(CN(C1)CC1=CC=C(C=C1)NC1=NC=CC(=N1)NC1=NC(=NC=C1)C1=NC(=CC=C1)C)C)C